dibutyltin bisstearate C(CCCCCCCCCCCCCCCCC)(=O)[O-].C(CCCCCCCCCCCCCCCCC)(=O)[O-].C(CCC)[Sn+2]CCCC